OC1=C(C=CC(=C1)O)N1N=C2C(=N1)C=CC=C2 2-(2,4-dihydroxyphenyl)-2H-benzotriazole